(4-(3,5-ditetradecylbenzylidene)-4H-cyclopenta[2,1-b:3,4-b']dithiophene-2,6-diyl)bis(trimethylstannane) C(CCCCCCCCCCCCC)C=1C=C(C=C2C3=C(SC(=C3)[Sn](C)(C)C)C=3SC(=CC32)[Sn](C)(C)C)C=C(C1)CCCCCCCCCCCCCC